C1(=CC=CC=C1)NC1=N\C(\C(N1)=O)=C/C=1C=C2C=CC=NC2=CC1 (Z)-2-(phenylamino)-5-(quinolin-6-ylmethylene)-3,5-dihydro-4H-imidazol-4-one